sulfur-disulfide S(=S)=S